ClC=1C=C(C=C(C1)Cl)N1CCN(CC1)S(=O)(=O)C1=CC=C(C=C1)NC(=O)C=1C=C(CN(CCNC(OC(C)(C)C)=O)CCNC(OC(C)(C)C)=O)C=CC1N(S(=O)(=O)C)C Di-tert-butyl (((3-((4-((4-(3,5-dichlorophenyl)piperazin-1-yl)sulfonyl)phenyl)carbamoyl)-4-(N-methylmethylsulfonamido)benzyl)azanediyl)bis(ethane-2,1-diyl))dicarbamate